ozone Potassium chloride [Cl-].[K+].O=[O+][O-]